Z-gulose O=C[C@H](O)[C@H](O)[C@@H](O)[C@H](O)CO